COC(=O)C1(OC2=C(C1)C(=C(C(=C2)F)Cl)Br)C2=CC=CC=C2 methyl-4-bromo-5-chloro-6-fluoro-2-phenyl-2,3-dihydrobenzofuran-2-carboxylate